C(C)(C)[Si]1(N[Si](CC1)(C(C)C)C(C)C)C(C)C 2,2,5,5-tetraisopropyl-1-aza-2,5-Disilacyclopentane